C(C)(C)(C)C1=NC(=NO1)C(=O)NCC1=C(C=C(C=C1)C=1C=2N(N=CC1)C=C(C2)CCO)C 5-tert-butyl-N-[[4-[6-(2-hydroxyethyl)pyrrolo[1,2-b]pyridazin-4-yl]-2-methyl-phenyl]methyl]-1,2,4-oxadiazole-3-carboxamide